(1-cyclopentylazetidin-2-yl)methanamine C1(CCCC1)N1C(CC1)CN